2-fluoro-4-(3-((6-methyl-1H-benzo[d]imidazol-5-yl)amino)-1H-pyrazol-5-yl)phenol FC1=C(C=CC(=C1)C1=CC(=NN1)NC1=CC2=C(NC=N2)C=C1C)O